trimethyl-(trifluoromethyl)monosilane C[Si](C(F)(F)F)(C)C